4-oxopentyl 3-[[6-cyano-5-(trifluoromethyl)-pyridin-3-yl]amino]-2-hydroxy-2-methyl-3-oxopropanoate C(#N)C1=C(C=C(C=N1)NC(C(C(=O)OCCCC(C)=O)(C)O)=O)C(F)(F)F